3-(1-(2-chlorophenyl)cyclopropyl)-5-(3-(difluoromethyl)-1-(2-(methylsulfonyl)ethyl)-1H-pyrazol-5-yl)-1,2,4-oxadiazole ClC1=C(C=CC=C1)C1(CC1)C1=NOC(=N1)C1=CC(=NN1CCS(=O)(=O)C)C(F)F